C(=C)C(C(=O)O)C(=O)O.[Li] lithium vinylmalonic acid